Chlorodifluoroethan ClC(C)(F)F